SS hydrogendisulfide